CSCCC/C(=N\\O)/SC[C@@H](C(=O)NCC(=O)[O-])[NH3+] The molecule is a dipeptide zwitterion resulting from transfer of a proton from the carboxy to the amino group of any (E)-1-(glycyl-L-cystein-S-yl)-omega-(methylthio)alkylhydroximate; major species at pH 7.3.